FC=1C(=CC=2C3=C(NC(C2C1)=O)C[S@](C[C@@H]3N(C(=O)C=3C=C1C(=CC=CN1C3)F)C)=O)F (R,S)-N-(8,9-difluoro-3-oxido-6-oxo-1,4,5,6-tetrahydro-2H-thiopyrano[3,4-c]isoquinolin-1-yl)-8-fluoro-N-methylindolizine-2-carboxamide